COC1=CC=C(C=C1)N(C(=O)N1CCCCC1)C 1-[(4-Methoxy-phenyl)-methyl-carbamoyl]-piperidine